C=1(C(=CC=CC1)CCCN)CCCN benzenedipropaneamine